C(C)C(C(=O)OCC)(CC)NC(=O)C1=NC(=C(C=C1)N1CC(C1)OC)OC[C@H]1[C@@H](C1)COCF (-)-trans-Ethyl 2-ethyl-2-{[6-({2-[(fluoromethoxy)methyl]cyclopropyl}methoxy)-5-(3-methoxyazetidin-1-yl)pyridine-2-carbonyl]amino}butanoate